3-bromo-N-(2-pyridyl)carbazole BrC=1C=CC=2N(C3=CC=CC=C3C2C1)C1=NC=CC=C1